BrC1=CC=C(C(=C1)C1=CC=CC=C1)N 5-bromobiphenyl-2-amine